N(=[N+]=[N-])C1NC2=CC=CC(=C2C1ON1C(CCCC1(C)C)(C)C)F 2-azido-3-(2,2,6,6-tetramethylpiperidinyloxy)-4-fluoro-indoline